isoundecyl hydroxy ether OOCCCCCCCCC(C)C